3-(3,4-Dihydroxyphenyl)-5-[3-(trifluoromethyl)phenyl]-1H-pyrazole OC=1C=C(C=CC1O)C1=NNC(=C1)C1=CC(=CC=C1)C(F)(F)F